Erucylerucat C(CCCCCCCCCCC\C=C/CCCCCCCC)OC(CCCCCCCCCCC\C=C/CCCCCCCC)=O